N-(2-(4-aminocyclohexyl)ethyl)-4-(tert-butyl)aniline NC1CCC(CC1)CCNC1=CC=C(C=C1)C(C)(C)C